2-[4-(tert-butoxycarbonylamino)-1-piperidyl]acetic acid C(C)(C)(C)OC(=O)NC1CCN(CC1)CC(=O)O